3-(1-methylpyrrolidin-2-yl)acryloylamide diformate C(=O)[O-].C(=O)[O-].CN1C(CCC1)C=CC(=O)[NH-]